1-methyl-3-(p-methylphenyl)quinoxalin-2(1H)-one CN1C(C(=NC2=CC=CC=C12)C1=CC=C(C=C1)C)=O